BrC=1C(=NC(=CC1)Cl)CF 3-bromo-6-chloro-2-fluoromethylpyridine